4-tert-butyl-2-(E)-styrylbenzene C(C)(C)(C)C1=CC(=CC=C1)\C=C\C1=CC=CC=C1